BrC1=CC=CC=2CCC(OC21)(C)C 8-bromo-2,2-dimethyl-3,4-dihydro-2H-1-benzopyran